C1(CC1)N1CCN(CC1)C1CCN(CC1)C1=C(C=C(C(=C1)OC)NC1=NC=NC(=N1)N1OCC[C@@H]1C1=CC(=CC(=C1)F)F)NC(C=C)=O (R)-N-(2-(4-(4-cyclopropylpiperazin-1-yl)piperidin-1-yl)-5-((4-(3-(3,5-difluorophenyl)isoxazolidin-2-yl)-1,3,5-triazin-2-yl)amino)-4-methoxyphenyl)acrylamide